ClC=1C=C(C=C(C1OC1=C(C=2C3=C(NC2C(=C1)F)COC3C)F)Cl)N3N=C(C(NC3=O)=O)C#N 2-(3,5-Dichloro-4-((5,8-difluoro-1-methyl-3,4-dihydro-1H-furo[3,4-b]indol-7-yl)oxy)phenyl)-3,5-dioxo-2,3,4,5-tetrahydro-1,2,4-triazine-6-carbonitrile